FC=1C=CC(=NC1)[C@@H]1[C@@H](O[C@]([C@H]1C)(C(F)(F)F)C)C(=O)OCC |r| ethyl rac-(2R,3R,4S,5R)-3-(5-fluoropyridin-2-yl)-4,5-dimethyl-5-(trifluoromethyl)tetrahydrofuran-2-carboxylate